BrC1=NC=CC(=C1)C(C1=CC=C(C#N)C=C1)OC1=CC=C2C(CCOC2=C1)=O 4-((2-Bromopyridin-4-yl)((4-oxochroman-7-yl)oxy)methyl)benzonitrile